5-((1S,5R)-1-(5-((R)-morpholin-2-yl)-1,3,4-oxadiazol-2-yl)-5-(trifluoromethyl)-3-azabicyclo[3.1.0]hexan-3-yl)quinoline-8-carbonitrile N1C[C@@H](OCC1)C1=NN=C(O1)[C@@]12CN(C[C@]2(C1)C(F)(F)F)C1=C2C=CC=NC2=C(C=C1)C#N